6-Benzyl-3-((1,3-dimethyl-1H-pyrazol-5-yl)methyl)-2,3,4,6-tetrahydropyrido[3,4-c][1,8]naphthyridin-5(1H)-one C(C1=CC=CC=C1)N1C(C2=C(C=3C=CC=NC13)CCN(C2)CC2=CC(=NN2C)C)=O